ClC1=CC=C(C=C1)C1=NC2=CC=CC=C2N=C1 2-(4-chlorophenyl)-quinoxaline